1-(5-(1,4-diazepan-1-yl)pyridin-2-yl)guanidine di(2,2,2-trifluoroacetate) FC(C(=O)O)(F)F.FC(C(=O)O)(F)F.N1(CCNCCC1)C=1C=CC(=NC1)NC(=N)N